CC1=C(OC2=C1C(CC1(CCC1)C2)=O)C(=O)OCC ethyl 3-methyl-4-oxo-4,7-dihydro-5H-spiro[[1]benzofuran-6,1'-cyclobutane]-2-carboxylate